FC1([C@@H](CN(C1)C1COC1)NC1=NN2C(C(=N1)OC)=C(C=C2)C=2C=CC1=C(N(C(=N1)C)CCF)C2)F (R)-N-(4,4-difluoro-1-(oxetan-3-yl)pyrrolidin-3-yl)-5-(1-(2-fluoroethyl)-2-methyl-1H-benzo[d]imidazol-6-yl)-4-methoxypyrrolo[2,1-f][1,2,4]triazin-2-amine